CC=1C(=C(C=C(C1)C(F)(F)F)O)C1=CC2=C(N=N1)N(C=C2)CC2OCCC2 3-Methyl-2-{7-[(oxolan-2-yl)methyl]-7H-pyrrolo[2,3-c]pyridazin-3-yl}-5-(trifluoromethyl)phenol